COC1=CC=C(C=C1)CNCC1=CC(=NC=C1)N1CCCCC1 1-(4-methoxyphenyl)-N-[[2-(1-piperidyl)-4-pyridyl]methyl]methanamine